METHYL-NONANE CCCCCCCCCC